FC(C=1N=COC1C(=O)N1[C@H](C2=C(CC1)NC=N2)C2=NN1C(C=C(C=C1)C)=C2)F (R)-(4-(difluoromethyl)oxazol-5-yl)(4-(5-methylpyrazolo[1,5-a]pyridin-2-yl)-6,7-dihydro-1H-imidazo[4,5-c]pyridin-5(4H)-yl)methanone